(E)-1-(4-((4-((1H-indazol-6-yl)oxy)-3-methylphenyl)amino)-5,8-dihydropyrido[4',3':4,5]thieno[2,3-d]pyrimidin-7(6H)-yl)-4-(dimethylamino)but-2-en-1-one N1N=CC2=CC=C(C=C12)OC1=C(C=C(C=C1)NC=1C2=C(N=CN1)SC1=C2CCN(C1)C(\C=C\CN(C)C)=O)C